(1R,2S,5S)-3-[(2S)-2-amino-3,3-dimethyl-butanoyl]-N-[2-amino-2-oxo-1-[4-(trifluoromethyl)-3-pyridyl]ethyl]-6,6-dimethyl-3-azabicyclo[3.1.0]hexane-2-carboxamide N[C@H](C(=O)N1[C@@H]([C@H]2C([C@H]2C1)(C)C)C(=O)NC(C(=O)N)C=1C=NC=CC1C(F)(F)F)C(C)(C)C